O1COC=2C1=CC=1C(=NC=NC1C2)N2CCC(CC2)CCNS(=O)(=O)N N-(2-(1-([1,3]dioxolo[4,5-g]quinazolin-8-yl)piperidin-4-yl)ethyl)sulfamide